5-formylpicolinonitrile C(=O)C=1C=CC(=NC1)C#N